2,3,5,6-tetrafluoro-4-(trifluoromethyl)-[1,1'-biphenyl] FC1=C(C(=C(C(=C1F)C(F)(F)F)F)F)C1=CC=CC=C1